3-[1-(3-carboxy-2-chlorobenzoyl)-5-[(5-chlorothiophen-2-yl)methoxy]-4-methyl-1H-pyrazol-3-yl]-1-(2,2-dimethylpropanoyl)pyrrolidine-2-carboxylic acid C(=O)(O)C=1C(=C(C(=O)N2N=C(C(=C2OCC=2SC(=CC2)Cl)C)C2C(N(CC2)C(C(C)(C)C)=O)C(=O)O)C=CC1)Cl